[N+](=O)([O-])C=1C=CC2=C(N=C(O2)C2=CC=C(C=N2)NC(=O)C23CC4CC(CC(C2)C4)C3)C1 (1r,3R,5S)-N-(6-(5-nitrobenzo[d]oxazol-2-yl)pyridin-3-yl)adamantane-1-carboxamide